(R)-2-(2-Oxopyrrolidin-3-yl)isoindoline-1,3-dione O=C1NCC[C@H]1N1C(C2=CC=CC=C2C1=O)=O